zirconium silicate [Si]([O-])([O-])([O-])[O-].[Zr+4]